C(C)(C)(C)C=1C=CC=C(C1O)C 6-tertiary butyl-cresol